(6-bromohexyl)phthalimide Strontium phosphate P(=O)([O-])([O-])[O-].[Sr+2].BrCCCCCCC1=C2C(C(=O)NC2=O)=CC=C1.P(=O)([O-])([O-])[O-].[Sr+2].[Sr+2]